C(C)N([C@H]1CN(CC1)C1=NN(C2=C1C=NC(=C2)NC(C)=O)C2=NC(=CN=C2)C(C)(F)F)CC (R)-N-(3-(3-(diethylamino)pyrrolidin-1-yl)-1-(6-(1,1-difluoroethyl)pyrazin-2-yl)-1H-pyrazolo[4,3-c]pyridin-6-yl)acetamide